FC1=C(C(=CC2=CC=C(C=C12)OCCCC(F)(F)F)O)N1CC(NS1(=O)=O)=O 5-[1-fluoro-3-hydroxy-7-(4,4,4-trifluorobutoxy)naphthalen-2-yl]-1λ6,2,5-thiadiazolidine-1,1,3-trione